OC1CN(CCC1)C(CCCC)=O 1-(3-hydroxypiperidin-1-yl)pentan-1-one